ClC1=CNC2=NC=C(C=C21)C2=NN1C(C3(OCC1)CN(C3)C(=O)OC(C)(C)C)=C2 tert-butyl 2'-(3-chloro-1H-pyrrolo[2,3-b]pyridin-5-yl)-6',7'-dihydrospiro[azetidine-3,4'-pyrazolo[5,1-c][1,4]oxazine]-1-carboxylate